(S,E)-3,5-difluoro-N-(2-methoxy-5-(4-(2-methyl-4-(4-oxopent-2-enoyl)piperazin-1-yl)quinazolin-6-yl)pyridin-3-yl)pyridine-4-sulfonamide FC=1C=NC=C(C1S(=O)(=O)NC=1C(=NC=C(C1)C=1C=C2C(=NC=NC2=CC1)N1[C@H](CN(CC1)C(\C=C\C(C)=O)=O)C)OC)F